ClC(C)Cl dichloro-ethane